C(C)(=O)C1=C(C2=C(N=C(N=C2)NC2=CC=C(C=N2)N2CCC(CC2)N2CCN(CC2)C2=C(C=C(C=C2)C2CNCCC2)Cl)N(C1=O)C1CCCC1)C 3-(4-(4-(1-(6-((6-acetyl-8-cyclopentyl-5-methyl-7-oxo-7,8-dihydropyrido[2,3-d]-pyrimidin-2-yl)amino)pyridin-3-yl)piperidin-4-yl)piperazin-1-yl)-3-chlorophenyl)piperidine